C1(CC1)C1=C(C(=O)NCC2=CN=CO2)C=CC(=C1)C=1OC=CN1 2-cyclopropyl-4-(oxazol-2-yl)-N-(oxazol-5-ylmethyl)benzamide